4-(2-chloro-4-methoxy-5-methylphenyl)-N-[(1S)-2-cyclopropyl-1-(3-fluoro-4-methylphenyl)ethyl]-5-methyl-N-prop-2-ynyl-1,3-thiazol-2-amine ClC1=C(C=C(C(=C1)OC)C)C=1N=C(SC1C)N(CC#C)[C@@H](CC1CC1)C1=CC(=C(C=C1)C)F